4-amino-5-chloro-1-(2-methylpyridin-3-yl)-7-(trifluoromethyl)quinazolin-2(1H)-one NC1=NC(N(C2=CC(=CC(=C12)Cl)C(F)(F)F)C=1C(=NC=CC1)C)=O